C1(CCCCC1)N1N=C2C(=C1NC(=O)N[C@@H]1CN(C[C@H]1C1=CC(=C(C=C1)F)F)CCOC)CCC2 1-(2-cyclohexyl-2,4,5,6-tetrahydrocyclopenta[c]pyrazol-3-yl)-3-((3s,4r)-4-(3,4-difluorophenyl)-1-(2-methoxyethyl)pyrrolidin-3-yl)urea